(R)-(4-(2-(2,6-dimethylpyridin-4-yl)-3-isopropyl-1H-indol-5-yl)piperidin-1-yl)(2-methylpyrrolidin-2-yl)methanone CC1=NC(=CC(=C1)C=1NC2=CC=C(C=C2C1C(C)C)C1CCN(CC1)C(=O)[C@@]1(NCCC1)C)C